4-isopropyl-1,3-dimethyl-3,4-dihydroquinoxalin C(C)(C)N1C(CN(C2=CC=CC=C12)C)C